4-oxo-4,6,7,8-tetrahydropyrrolo[1,2-a]pyrimidine-6-carboxylic acid O=C1C=CN=C2N1C(CC2)C(=O)O